2-sec-butyl-2-oxazoline C(C)(CC)C=1OCCN1